1-cyclopropyl-3-fluorobenzene C1(CC1)C1=CC(=CC=C1)F